C=1NC=C2C3=C(C4=C(C12)C=CC=C4)C=CC=C3 dibenzoisoindole